5-[1-(2-Fluoro-6-methyl-phenyl)-piperidin-4-yl]-2-(1-isopropyl-2-oxopyrrolidin-3-yl)-7-(2-trifluoromethylbenzyl)-2,4,5,7-tetrahydro-pyrazolo[3,4-d]pyrimidin-6-one FC1=C(C(=CC=C1)C)N1CCC(CC1)N1C(N(C=2C(C1)=CN(N2)C2C(N(CC2)C(C)C)=O)CC2=C(C=CC=C2)C(F)(F)F)=O